C(C)(C)(C)OC(=O)N1CC2=CC(=CC=C2CC1)N1C(C2=C(CC1)C(=NN2C2=CC(=CC=C2)Cl)COC)=O 7-[1-(3-Chlorophenyl)-3-(methoxymethyl)-7-oxo-4,5-dihydropyrazolo[3,4-c]pyridin-6-yl]-3,4-dihydro-1H-isoquinoline-2-carboxylic acid tert-butyl ester